2-[ETHYL(4-FORMYL-2-METHYLPHENYL)AMINO]-N-(PROPAN-2-YL)ACETAMIDE C(C)N(CC(=O)NC(C)C)C1=C(C=C(C=C1)C=O)C